C1(C2(CC3=CC=CC=C13)CC2)=O spiro[cyclopropan-1,2'-indene]-1'(3'H)-one